O=C1NC(CCC1NC1=CC(=C(C=C1OC)C1CCN(CC1)CCCCCCCC(=O)OC(C)(C)C)F)=O tert-butyl 8-[4-[4-[(2,6-dioxo-3-piperidyl)amino]-2-fluoro-5-methoxy-phenyl]-1-piperidyl]octanoate